3-{5-(2-acetamidopyrimidin-4-yl)-4-[3-(2,5-difluorobenzenesulfonylamino)-2-fluorophenyl]-thiazol-2-yl}-morpholine-4-carboxylic acid tert-butyl ester C(C)(C)(C)OC(=O)N1C(COCC1)C=1SC(=C(N1)C1=C(C(=CC=C1)NS(=O)(=O)C1=C(C=CC(=C1)F)F)F)C1=NC(=NC=C1)NC(C)=O